3-methylbutan-2-yl 1-[3-({6-[(3-{[(tert-butyldimethylsilyl)oxy]methyl}-6-(5-chloro-2-fluorophenyl)pyridazin-4-yl)amino]pyrimidin-4-yl}carbamoyl)cyclobutyl]piperidine-4-carboxylate [Si](C)(C)(C(C)(C)C)OCC=1N=NC(=CC1NC1=CC(=NC=N1)NC(=O)C1CC(C1)N1CCC(CC1)C(=O)OC(C)C(C)C)C1=C(C=CC(=C1)Cl)F